FC1([C@@H]([C@@H](N(C1)C(=O)C1(CCC1)O)CC1=C(C(=CC=C1)C1=NC(=CC=C1)C(F)(F)F)F)NS(N(C)C)(=O)=O)F N'-[(2S,3R)-4,4-difluoro-2-({2-fluoro-3-[6-(trifluoromethyl)pyridin-2-yl]phenyl}methyl)-1-(1-hydroxycyclobutane-1-carbonyl)pyrrolidin-3-yl]-N,N-dimethylsulfuric diamide